N-(trimethylsilyl)chlorodifluoroacetamide C[Si](NC(C(F)(F)Cl)=O)(C)C